3-chloro-6-[(2,4-dimethoxyphenyl)methyl]-2,4,7-trimethyl-6,7-dihydro-5H-pyrrolo[4,3-b]pyridine ClC=1C(=C2C(=NC1C)C(N(C2)CC2=C(C=C(C=C2)OC)OC)C)C